(R)-2-(6-((1-(3-(Difluoromethyl)-2-fluorophenyl)ethyl)amino)-5-(1,3-dioxolane-2-yl)-2-methylpyrimidin-4-yl)-N-morpholinoacetamide FC(C=1C(=C(C=CC1)[C@@H](C)NC1=C(C(=NC(=N1)C)CC(=O)NN1CCOCC1)C1OCCO1)F)F